C([C@H](O)C(C)(C)CO)(=O)NCCS pantoyl-mercaptoethylamine